7-(2-fluoro-5-methoxy-phenyl)-8-methyl-2-pyrimidin-2-yl-pyrrolo[1,2-d][1,2,4]triazin-1-one FC1=C(C=C(C=C1)OC)C=1C(=C2N(C=NN(C2=O)C2=NC=CC=N2)C1)C